CC=1C=C(C=CC1C(NC1=C(C=CC=C1)C)=O)S(=O)(=O)N[C@H](C)C1CCN(CC1)C(=O)OC(C)(C)C (R)-tert-butyl 4-(1-(3-methyl-4-(o-tolylcarbamoyl) phenylsulfonamido) ethyl)piperidine-1-carboxylate